3-isocyanato-2,4-bis(propan-2-yl)thiophene N(=C=O)C1=C(SC=C1C(C)C)C(C)C